FC(C(=O)O)(F)F.NCC1=CC(=NC=C1)OCC1CN(CC(C1)C1CCCCC1)S(=O)(=O)N1CCS(CC1)(=O)=O 4-((3-(((4-(Aminomethyl)pyridin-2-yl)oxy)methyl)-5-cyclohexylpiperidin-1-yl)sulfonyl)thiomorpholine 1,1-dioxide 2,2,2-trifluoroacetate